C1(CC1)COC1=CC=C(C=C1)C=1C(=NC(=CN1)CC(COC)COC)N1CCC(CC1)C(=O)O 1-(3-(4-(cyclopropylmethoxy)phenyl)-6-(3-methoxy-2-(methoxymethyl)propyl)pyrazin-2-yl)piperidine-4-carboxylic acid